CC1(C2=CC=CC=C2C=2C=CC(=CC12)C=1C=C(C=CC1)C1=CC(=CC=C1)C1=NC(=NC(=N1)C1=CC=CC=C1)C1=CC=CC=C1)C1=CC=CC=C1 2-(3'-(9-methyl-9-phenyl-9H-fluoren-2-yl)-[1,1'-biphenyl]-3-yl)-4,6-diphenyl-1,3,5-triazine